C(C)(C)(C)OC(=O)NCC(=O)NCC(=O)N(CC(=O)O)CC(=O)O 2-[2-(2-{[(tert-butoxy)carbonyl]amino}acetamido)-N-(carboxymethyl)acetamido]acetic acid